N1=C(N=CC=C1)CN1CC2N(C(CNC2)=O)CC1 8-(pyrimidin-2-ylmethyl)octahydro-4H-pyrazino[1,2-a]pyrazin-4-one